NC1=NC=2C(=CC(=CC2C=2N1N=C(N2)[C@@H]2CC[C@@H](N(C2)C(=O)C2=CC=C(C=C2)C2(CC2)O)C)F)F ((2S,5R)-5-(5-amino-7,9-difluoro-[1,2,4]triazolo[1,5-c]quinazolin-2-yl)-2-methylpiperidin-1-yl)(4-(1-hydroxycyclopropyl)phenyl)methanone